2-[4-[7-(8-chloro-1-naphthyl)-2-[[(2S)-1-methylpyrrolidin-2-yl]methoxy]-6,8-dihydro-5H-pyrido[3,4-d]pyrimidin-4-yl]piperazin-2-yl]acetonitrile ClC=1C=CC=C2C=CC=C(C12)N1CC=2N=C(N=C(C2CC1)N1CC(NCC1)CC#N)OC[C@H]1N(CCC1)C